COC=1C=C(C=CC1OC)C1=NC2=C(N1C)C=C(C=C2C2CCN(CC2)C(=O)OC(C)(C)C)C2=CC=C(C=C2)N2CCN(CC2)C(C)C tert-butyl 4-(2-(3,4-dimethoxyphenyl)-6-(4-(4-isopropylpiperazin-1-yl)phenyl)-1-methyl-1H-benzo[d]imidazol-4-yl)piperidine-1-carboxylate